CC1=C(N=NC(=C1C)\N=C\1/SC2=C(N1COCC[Si](C)(C)C)C=CC=C2)NC=2SC=C(N2)C(=O)OCC ethyl 2-[(4,5-dimethyl-6-{[(2Z)-3-{[2-(trimethylsilyl)ethoxy]methyl}-2,3-dihydro-1,3-benzothiazol-2-ylidene]amino}pyridazin-3-yl)amino]-1,3-thiazole-4-carboxylate